C(CCCCCCCC)N(CCCC(OCCCCC)=O)CC1CN(CC1)C(=O)OC(C)(C)C tert-Butyl 3-((nonyl(4-oxo-4-(pentyloxy)butyl)amino)methyl)pyrrolidine-1-carboxylate